CC1(CC2(CC(N1)(C)C)OC1(CCCCCCCCCCC1)NC2=O)C 2,2,4,4-tetramethyl-7-oxa-3,20-diazadispiro-[5.1.11.2]-heneicosan-21-one